Ethyl-3-acetamido-6-bromopicolinate C(C)OC(C1=NC(=CC=C1NC(C)=O)Br)=O